3-((2-((2-(3-fluorophenyl)benzo[d]thiazol-6-yl)amino)-6-methylquinazolin-4-yl)amino)propan-1-ol FC=1C=C(C=CC1)C=1SC2=C(N1)C=CC(=C2)NC2=NC1=CC=C(C=C1C(=N2)NCCCO)C